CSC=1N(C(N(C(N1)=O)C1=CN=CC2=CC=CC(=C12)CCCCC(=O)OC)=O)CC1=CC(=C(C(=C1)F)F)F Methyl 5-(4-(4-(methylthio)-2,6-dioxo-3-(3,4,5-trifluorobenzyl)-3,6-dihydro-1,3,5-triazin-1(2H)-yl)isoquinolin-5-yl)pentanoate